(2S,3R,4S,5S,6S)-2-(2-((2,2-dimethyl-4-oxo-3,8,11-trioxa-5-azatridec-13-yl)carbamoyl)-4-((((4-nitrophenoxy)carbonyl)oxy)methyl)phenoxy)-6-(methoxycarbonyl)tetrahydro-2H-pyran CC(C)(OC(NCCOCCOCCNC(=O)C1=C(O[C@@H]2O[C@@H](CCC2)C(=O)OC)C=CC(=C1)COC(=O)OC1=CC=C(C=C1)[N+](=O)[O-])=O)C